COC(=O)C1=C(C(=NN1C=1SC(=C(N1)C1=CC=C(C=C1)C(F)(F)F)C=CC(=O)OC(C)(C)C)C)C1=CC(=CC=C1)F 1-(5-(3-(tert-butoxy)-3-oxoprop-1-en-1-yl)-4-(4-(trifluoromethyl)phenyl)thiazol-2-yl)-4-(3-fluorophenyl)-3-methyl-1H-pyrazole-5-carboxylic acid methyl ester